7-((5-(4-(2-(dimethylamino)-ethoxy)tetrahydro-2H-pyran-4-yl)pyridin-2-yl)amino)-4-(7-fluoroimidazo[1,2-a]pyridin-3-yl)isoindolin-1-one CN(CCOC1(CCOCC1)C=1C=CC(=NC1)NC=1C=CC(=C2CNC(C12)=O)C1=CN=C2N1C=CC(=C2)F)C